1-(2-furyl)-5-(4-hydroxyphenyl)-1,4-pentadien-3-one O1C(=CC=C1)C=CC(C=CC1=CC=C(C=C1)O)=O